N-(4-((4-([1,2,4]triazolo[1,5-a]pyridin-7-yloxy)-5-bromo-2-methoxyphenyl)amino)-7-methoxyquinazolin-6-yl)-2-fluoro-3-(1-methylpyrrolidin-2-yl)acrylamide N=1C=NN2C1C=C(C=C2)OC2=CC(=C(C=C2Br)NC2=NC=NC1=CC(=C(C=C21)NC(C(=CC2N(CCC2)C)F)=O)OC)OC